fluoro-p-toluenesulfonamide CC1=C(C=C(C=C1)S(=O)(=O)N)F